C(C)NCC.C(#N)C(C(=O)O)=CC1=CC=C(C=C1)O α-Cyano-4-hydroxycinnamic acid diethylamine salt